5-(1-(2,2-difluoroethyl)-4-fluoro-2-methyl-1H-benzo[d]imidazol-6-yl)-N-((3S,4R)-3-fluoro-1-(oxetan-3-yl-3-d)piperidin-4-yl)-4-methoxypyrrolo[2,1-f][1,2,4]triazin-2-amine FC(CN1C(=NC2=C1C=C(C=C2F)C=2C=CN1N=C(N=C(C12)OC)N[C@H]1[C@H](CN(CC1)C1(COC1)[2H])F)C)F